2-(4-methylpiperazin-1-yl)ethyl 4-(4-(4-((3-(3,6-difluoropyridin-2-yl)-1-((1r,4r)-4-ethoxycyclohexyl)-1H-pyrazol-4-yl)carbamoyl)thiazol-2-yl)-1H-pyrazol-1-yl)-4-oxobutanoate FC=1C(=NC(=CC1)F)C1=NN(C=C1NC(=O)C=1N=C(SC1)C=1C=NN(C1)C(CCC(=O)OCCN1CCN(CC1)C)=O)C1CCC(CC1)OCC